(3-methoxyphenyl)quinazoline COC=1C=C(C=CC1)C1=NC2=CC=CC=C2C=N1